Ethyl (2Z,4E)-deca-2,4-dienoate C(\C=C/C=C/CCCCC)(=O)OCC